4-Amino-5-chlorothiophene-2-carboxylic acid methyl ester COC(=O)C=1SC(=C(C1)N)Cl